ClC1=CC=C(C=C1)N1C(=NN=C1[C@@H]1CC[C@H](CC1)OC1=CC=CC=C1)C trans-4-(4-Chlorophenyl)-3-methyl-5-(4-phenoxycyclohexyl)-4H-[1,2,4]triazol